6-(7,8-dimethyl-[1,2,4]triazolo[4,3-b]pyridazin-6-yl)-3-[6-(trifluoromethyl)-3-pyridyl]-7,8-dihydro-5H-1,6-naphthyridine CC1=C(C=2N(N=C1N1CC=3C=C(C=NC3CC1)C=1C=NC(=CC1)C(F)(F)F)C=NN2)C